(E)-2-benzylidenesuccinic acid 1-benzyl 4-methyl ester COC(C\C(\C(=O)OCC1=CC=CC=C1)=C/C1=CC=CC=C1)=O